2-[(1S)-1-(3-ethoxy-4-methoxy-phenyl)-2-methylsulfonyl-ethyl]-5-piperazin-1-yl-isoindoline-1,3-dione C(C)OC=1C=C(C=CC1OC)[C@@H](CS(=O)(=O)C)N1C(C2=CC=C(C=C2C1=O)N1CCNCC1)=O